BrC1=C(C(=CC2=C1[C@@H]([C@](O2)(C2=CC=CC=C2)C2N(CCC2)C(=O)OC(C)(C)C)O)F)Cl tert-butyl 2-((2S,3S)-4-bromo-5-chloro-6-fluoro-3-hydroxy-2-phenyl-2,3-dihydrobenzofuran-2-yl)pyrrolidine-1-carboxylate